3,4-(methylenedioxy)benzyl alcohol C1OC2=C(O1)C=C(C=C2)CO